methyl 3-(1-methylimidazol-4-yl)-4-[[5-(trifluoromethyl)-2-pyridyl]amino]benzoate CN1C=NC(=C1)C=1C=C(C(=O)OC)C=CC1NC1=NC=C(C=C1)C(F)(F)F